(S)-1-(2-Aminoquinolin-6-yl)-3a-hydroxy-6-methyl-1,2,3,3a-tetrahydro-4H-pyrrolo[2,3-b]quinolin-4-one NC1=NC2=CC=C(C=C2C=C1)N1CC[C@@]2(C1=NC1=CC=C(C=C1C2=O)C)O